N-(2-ethylphenyl)-N'-(2-ethoxy-5-tert-butylphenyl)oxamide C(C)C1=C(C=CC=C1)NC(=O)C(=O)NC1=C(C=CC(=C1)C(C)(C)C)OCC